O=C1NC(CCC1N1C(C2=C(C=C(C=C2C1=O)CN(C1CCN(CC1)C1=NC(=C(C(=O)N)C=C1)C1=CC=C(C=C1)OC1=CC=CC=C1)C)F)=O)=O 6-(4-(((2-(2,6-dioxopiperidin-3-yl)-7-fluoro-1,3-dioxoisoindoline-5-yl)methyl)(Methyl)amino)piperidin-1-yl)-2-(4-phenoxyphenyl)nicotinamide